ClC1=C(C(=C(C=C1OC)OC)Cl)N1CC2=C(C=3C=C(C=NC13)C)N=C(N=C2)N[C@@H]2COCC[C@@H]2NC(C=C)=O N-((3S,4S)-3-((6-(2,6-dichloro-3,5-dimethoxyphenyl)-9-methyl-5,6-dihydropyrimido[5,4-c][1,8]naphthyridin-2-yl)amino)tetrahydro-2H-pyran-4-yl)acrylamide